3-[2-hydroxy-3-(2,4,6-triethylphenylamino)propyl]-1H-1,2,4-triazole-5(4H)-thione OC(CC1=NNC(N1)=S)CNC1=C(C=C(C=C1CC)CC)CC